ethyl 2-(5-{2-[(2,3-dihydro-1H-inden-2-yl)amino]pyrimidin-5-yl}-4H-1,2,4-triazol-3-yl)acetate C1C(CC2=CC=CC=C12)NC1=NC=C(C=N1)C=1NC(=NN1)CC(=O)OCC